[Si](C1=CC=CC=C1)(C1=CC=CC=C1)(C(C)(C)C)O[C@@H]1C=C[C@@H](C1)NC(OC(C)(C)C)=O tert-butyl ((1R,4S)-4-((tert-butyldiphenylsilyl)oxy)cyclopent-2-en-1-yl)carbamate